tert-butyl (1R,5R)-6-(3-chloro-7-(8-ethynyl-7-fluoronaphthalen-1-yl)-8-fluoro-1,6-naphthyridin-4-yl)-2,6-diazabicyclo[3.2.0]heptane-2-carboxylate ClC=1C=NC2=C(C(=NC=C2C1N1[C@@H]2CCN([C@@H]2C1)C(=O)OC(C)(C)C)C1=CC=CC2=CC=C(C(=C12)C#C)F)F